COC1=NC=C(C(=N1)OC)C=1N=CN(C1)[C@H]1[C@]([C@@H]([C@H](O1)CO)O)(C)F (2R,3R,4R,5R)-5-(4-(2,4-dimethoxypyrimidin-5-yl)-1H-imidazol-1-yl)-4-fluoro-2-(hydroxymethyl)-4-methyltetrahydrofuran-3-ol